1H-BENZIMIDAZOLE-1-ACETALDEHYDE N1(C=NC2=C1C=CC=C2)CC=O